C(=O)OCCCC 1-n-butyl formate